(Z)-1-(3,4-dichlorobenzyl)-3-((3,5-dimethyl-1H-pyrrol-2-yl)methylene)-5-nitro-2-indolinone ClC=1C=C(CN2C(\C(\C3=CC(=CC=C23)[N+](=O)[O-])=C/C=2NC(=CC2C)C)=O)C=CC1Cl